1-(4-(4-chlorobenzyl)piperazinyl)-3-(2,4-dihydroxyphenyl)-1-propanone ClC1=CC=C(CN2CCN(CC2)C(CCC2=C(C=C(C=C2)O)O)=O)C=C1